(dicyanomethylene)inden-1-one t-butoxyethyl-methacrylate C(C)(C)(C)OCCOC(C(=C)C)=O.C(#N)C(C#N)=C1C(C2=CC=CC=C2C1)=O